N,N'-bis(2,6-dipentylphenyl)ethane-1,2-diimine C(CCCC)C1=C(C(=CC=C1)CCCCC)N=CC=NC1=C(C=CC=C1CCCCC)CCCCC